NC1C(NC(C1)=O)=O 3-aminopyrrolidine-2,5-dione